C(C)(C)(C)C1=CC=C(C=C1)C1=CC(=NO1)C1=CC=C(N)C=C1 4-(5-(4-(tert-butyl)phenyl)isoxazol-3-yl)aniline